CC1=CC=C(C=C1)C2C=CC(=O)N=N2 6-(p-tolyl)pyridazin-3(2H)-one